C(C1CCC(CC1)N=C=O)C1CCC(CC1)N=C=O Methylen-bis-(4-isocyanatocyclohexan)